N1=C(N=CC2=C1C1=C(S2)C=CC=C1)C=1C(=C(C(=C2C1N=C1C=CC3=C4C=CC=CC4=NC3=C12)C1=C(C=CC=C1)C=1C(=CC=CC1)C1=CC=CC=C1)C1=CC=CC=C1)C1=C(C=CC=C1)C=1C(=CC=CC1)C1=CC=CC=C1 (benzothienopyrimidineyl)(terphenylyl)(phenyl)(terphenylyl)indolocarbazole